C(C)/C(/CCCC)=C/OCCOCCOCCOCCOC=C(CCCC)CC (Z)-5,21-diethyl-7,10,13,16,19-pentaoxapentacosa-5,20-diene